CC1=NN=C2N1N=C(C=C2)C=2C=C(C=CC2)NC(C)=O N-(3-(3-Methyl-[1,2,4]triazolo[4,3-b]pyridazin-6-yl)phenyl)acetamide